4-[(3,5-dichloro-2-pyridyl)oxy]-2'-oxo-N-propyl-spiro[cyclohexane-1,3'-indoline]-5'-carboxamide ClC=1C(=NC=C(C1)Cl)OC1CCC2(C(NC3=CC=C(C=C23)C(=O)NCCC)=O)CC1